2-(1-(tert-butoxycarbonyl)piperidin-4-yl)-4-hydroxybutyric acid C(C)(C)(C)OC(=O)N1CCC(CC1)C(C(=O)O)CCO